FC1=C(C=C(C=C1)C=1C2=C(N=NC1)N(C=N2)C(C)C)C2=C(C1=C(N(N=N1)C)C=C2)OC 4-(4-Fluoro-3-(4-methoxy-1-methyl-1H-benzo[d][1,2,3]triazol-5-yl)phenyl)-7-isopropyl-7H-imidazo[4,5-c]pyridazine